NC1=C(C=C(C=C1)C(=O)OC)F methyl 4-amino-3-fluorobenzenecarboxylate